N1(CCCCC1)C(=O)OOC1=CN=C(C2=CC=C(C=C12)C=1C=NN2C1C=CC(=C2)C(F)(F)F)C(C)(C)C tert-butyl-((6-(6-(trifluoromethyl) pyrazolo[1,5-a]pyridin-3-yl) isoquinolin-4-yl) oxy) piperidine-1-carboxylate